O=C1NC(CCC1C1=NN(C2=CC(=CC=C12)N[C@@H]1CN(CCC1)C(=O)OC(C)(C)C)C)=O tert-butyl (3S)-3-((3-(2,6-dioxopiperidin-3-yl)-1-methyl-1H-indazol-6-yl)amino)piperidine-1-carboxylate